(2R,7aS)-2-fluorotetrahydro-1H-pyrrolizine-7a(5H)-methanol F[C@@H]1C[C@@]2(CCCN2C1)CO